(1H-imidazol-1-yl)-N-((1r,4r)-4-(2-methoxyethoxy)cyclohexyl)-3H-imidazo[4,5-c]pyridine-4-carboxamide N1(C=NC=C1)C1=NC2=C(C(=NC=C2)C(=O)NC2CCC(CC2)OCCOC)N1